C(COCCOCCOCCOCCOCCOC=1C=C(C=C(C1)C(C)(C)C)NC(=O)C=1N=NN(C1C)C1=C(C=CC(=C1)OC)OC)OC=1C=C(C=C(C1)C(C)(C)C)NC(=O)C=1N=NN(C1C)C1=C(C=CC(=C1)OC)OC N,N'-(((3,6,9,12,15-pentaoxaheptadecane-1,17-diyl)bis(oxy))bis(5-(tert-butyl)-3,1-phenylene))bis(1-(2,5-dimethoxyphenyl)-5-methyl-1H-1,2,3-triazole-4-carboxamide)